2,4-bis-trifluoromethylbromobenzene C1=CC(=C(C=C1C(F)(F)F)C(F)(F)F)Br